ClC=1C=C2C(=CN=C(C2=CN1)OC1CN(C1)C(=O)[C@H]1[C@H](C1)F)C=O 6-Chloro-1-((1-((1S,2S)-2-fluorocyclopropane-1-carbonyl)azetidin-3-yl)oxy)-2,7-naphthyridine-4-carbaldehyde